C1(CCCCC1)CCOC1=CC=C(C=N1)C1(CCOCC1)C(=O)N[C@@H](C)C1=CC=C(C(=O)OC)C=C1 Methyl 4-[(1S)-1-[[4-[6-(2-cyclohexylethoxy)-3-pyridyl]tetrahydropyran-4-carbonyl]amino]ethyl]benzoate